Cl.OCCN[C@H]1CCC2=C(C=CC=C12)C1=NOC(=N1)C=1C=CC(=C(C#N)C1)OC(C)C 5-[3-[(1S)-1-(2-hydroxyethylamino)-2,3-dihydro-1H-inden-4-yl]-1,2,4-oxadiazol-5-yl]-2-propan-2-yloxybenzonitrile hydrochloride